NC1=C2N=CN(C2=NC=N1)[C@H]1C(=C[C@H](O1)OCP([O-])([O-])=O)F.[Na+].[Na+] sodium ((((2R,5R)-5-(6-amino-9H-purin-9-yl)-4-fluoro-2,5-dihydrofuran-2-yl)oxy)methyl)phosphonate